NC/C(/COC1=CC=C(C=C1)S(=O)(=O)CC12CCC(CC1)(CC2)NC(C(C)(C)C)=O)=C\F (E)-N-(4-(((4-((2-(aminomethyl)-3-fluoroallyl)oxy)phenyl)sulfonyl)methyl)bicyclo[2.2.2]octan-1-yl)pivalamide